COCCN1C(=NC=2C1=NC(=CC2)C=2C=CN1N=C(N=CC12)NC1CC(C1)NC)C N1-(5-(3-(2-methoxyethyl)-2-methyl-3H-imidazo[4,5-b]pyridin-5-yl)pyrrolo[2,1-f][1,2,4]triazin-2-yl)-N3-methylcyclobutane-1,3-diamine